3-{3-bromo-4-[(2,3-diamino-4-pyridinyl)amino]phenyl}-1-[3-(trifluoromethoxy)phenyl]-2,4-imidazolidinedione BrC=1C=C(C=CC1NC1=C(C(=NC=C1)N)N)N1C(N(CC1=O)C1=CC(=CC=C1)OC(F)(F)F)=O